C1(CC1)C1=NC=NC(=C1C1=NC=C(C(=N1)OCC1=C(C=C(C(=C1)F)C=1N(C=C(N1)C(F)(F)F)C)OC)OC)OC 2-(4-cyclopropyl-6-methoxy-pyrimidin-5-yl)-4-[[5-fluoro-2-methoxy-4-[1-methyl-4-(trifluoromethyl)imidazol-2-yl]phenyl]methoxy]-5-methoxy-pyrimidine